2-(3-ethynyl-cyclobutyl)propan-2-ol C(#C)C1CC(C1)C(C)(C)O